methyl (S)-4-(2-(2,2-difluoroethyl)-3-fluorophenyl)-2-(fluoromethyl)-5-oxo-4,5,6,7-tetrahydro-1H-cyclopenta[b]pyridine-3-carboxylate FC(CC1=C(C=CC=C1F)[C@H]1C2=C(NC(=C1C(=O)OC)CF)CCC2=O)F